8-bromo-2-methyl-2,6-naphthyridin-1-one BrC=1C=NC=C2C=CN(C(C12)=O)C